NC1=NN(C2=CC=CC(=C12)F)C1=CC(=C(C#N)C=C1F)F 4-(3-amino-4-fluoro-1H-indazol-1-yl)-2,5-difluorobenzonitrile